S1C=NC=C1C1=CC=NC2=C(C=CC=C12)NCC1=CC=C(C=C1)C1=CN=CS1 4-(thiazol-5-yl)-N-(4-(thiazol-5-yl)benzyl)quinolin-8-amine